BrC=1C(=CC(=NC1)Cl)C1=CC(=C(C#N)C=C1)F 4-(5-bromo-2-chloropyridin-4-yl)-2-fluorobenzonitrile